3-((tert-butyloxycarbonyl)amino)butyric acid C(C)(C)(C)OC(=O)NC(CC(=O)O)C